ClC1=C(C(=C)C)C=CC(=C1)CC 2-chloro-4-ethyl-α-methylstyrene